butyl (tert-butoxycarbonyl)-D-tyrosinate C(C)(C)(C)OC(=O)N[C@H](CC1=CC=C(C=C1)O)C(=O)OCCCC